C(C)(=O)O.C(C=C)NCC=C diallylamine acetic acid salt